(5'S,7a'R)-5'-(3,5-difluoro-phenyl)-1-(5-methyl-1,3,4-oxadiazole-2-carbonyl)-tetrahydro-3'H-spiro[piperidine-4,2'-pyrrolo[2,1-b][1,3]oxazol]-3'-one FC=1C=C(C=C(C1)F)[C@@H]1CC[C@H]2OC3(C(N21)=O)CCN(CC3)C(=O)C=3OC(=NN3)C